2-amino-3-(2,3,5,6-tetrafluoro-4-hydroxyphenyl)propanoic acid NC(C(=O)O)CC1=C(C(=C(C(=C1F)F)O)F)F